2-[[6-[(2,5-Dichloropyrimidin-4-yl)amino]-1-methyl-8-[2-[[(3S,5R)-5-methyl-3-piperidyl]oxy]ethoxy]-2-oxo-3-quinolyl]oxy]-N-methyl-acetamide ClC1=NC=C(C(=N1)NC=1C=C2C=C(C(N(C2=C(C1)OCCO[C@@H]1CNC[C@@H](C1)C)C)=O)OCC(=O)NC)Cl